C(#N)C1(CC1)NC(C1=C(C=CC(=C1)F)N[C@H](C)C=1C=C(C=C2C(N(C(=NC12)N1CCC(CC1)(F)F)C)=O)C)=O N-(1-Cyanocyclopropyl)-2-[[(1R)-1-[2-(4,4-difluoro-1-piperidyl)-3,6-dimethyl-4-oxo-quinazolin-8-yl]ethyl]amino]-5-fluoro-benzamide